ClC=1C(=NNC1)C1=NC(=NC=C1C(F)(F)F)N[C@@H]1CC[C@H](CC1)N(C(CCC)=O)C1=NC=C(N=C1)C=1C=NC(=NC1)OC N-(trans-4-((4-(4-chloro-1H-pyrazol-3-yl)-5-(trifluoromethyl)pyrimidin-2-yl)amino)cyclohexyl)-N-(5-(2-methoxypyrimidin-5-yl)pyrazin-2-yl)butanamide